OC1=C(C=C(C=C1CC(C)C)C(C)(C)C)N1N=C2C(=N1)C=CC=C2 2-(2'-hydroxy-3'-isobutyl-5'-tert-butylphenyl)benzotriazole